OC1=CC=C(C=C1)C1(CCC(CC1)C(C)C)C1CCC(CC1)(C1=CC=C(C=C1)O)C1=CC=C(C=C1)O 1-(4-hydroxyphenyl)-1-[4,4-bis(4-hydroxyphenyl)cyclohexyl]-4-isopropylcyclohexane